C(C)(C)(C)OC(=O)N1C(C=CCC1)OS(=O)(=O)C(F)(F)F (trifluoromethylsulfonyloxy)-5,6-dihydropyridine-1(2H)-carboxylic acid tert-butyl ester